C(#N)C=1C=C(C=CC1)NC(=O)C12CC(C1)(C2)C(=O)N2N=CCC2C2=CC(=CC(=C2)F)F N-(3-cyanophenyl)-3-(5-(3,5-difluorophenyl)-4,5-dihydro-1H-pyrazole-1-carbonyl)-bicyclo[1.1.1]pentane-1-carboxamide